C(CCCCCCCCCCCC)(=O)OCN1C(CCC2=CC=C(C=C12)CCN1CCN(CC1)C1=CC(=CC=2SC=CC21)F)=O (7-(2-(4-(6-Fluorobenzo[b]thiophen-4-yl)piperazin-1-yl)ethyl)-2-oxo-3,4-dihydroquinolin-1(2H)-yl)methyl tridecanoate